(+/-)-2-thia-7-azaspiro[4.4]nonane 2,2-dioxide hydrochloride Cl.C1S(CC[C@]12CNCC2)(=O)=O |r|